(S)-5-{4-[(S)-3-(3,5-dimethylpyridin-2-ylamino)pyrrolidine-1-carbonyl]phenyl}-5-isopropylimidazolidine-2,4-dione CC=1C(=NC=C(C1)C)N[C@@H]1CN(CC1)C(=O)C1=CC=C(C=C1)[C@]1(C(NC(N1)=O)=O)C(C)C